FC1=C(C=CC(=C1)C(C(F)(F)F)N[C@H](C(=O)[O-])CC(C)(C)F)C1=C(C=CC(=C1)F)O (2S)-2-((1-(2,5'-difluoro-2'-hydroxy-[1,1'-biphenyl]-4-yl)-2,2,2-trifluoroethyl) amino)-4-fluoro-4-methylvalerate